(oxazolinylferrocenyl)phosphine O1C(=NCC1)C=1[C-](C=CC1)P.[CH-]1C=CC=C1.[Fe+2]